ethyl {[(1R,3s,5S)-8-azabicyclo[3.2.1]octan-3-yl]oxy}acetate hydrochloride Cl.[C@H]12CC(C[C@H](CC1)N2)OCC(=O)OCC